N-(8-amino-7-fluoro-6-(4-methylpyridin-3-yl)isoquinolin-3-yl)-2-(cyanomethyl)-3-(1H-imidazol-4-yl)cyclopropane-1-carboxamide NC=1C(=C(C=C2C=C(N=CC12)NC(=O)C1C(C1C=1N=CNC1)CC#N)C=1C=NC=CC1C)F